C(C)[C@@H]1CN(CC[C@H]1OC1=CC(=CC=C1)C(F)(F)F)C1=CC(N(C=2C=CC(=NC12)C#N)C)=O 8-((3R,4R)-3-ethyl-4-(3-(trifluoromethyl)phenoxy)piperidin-1-yl)-5-methyl-6-oxo-5,6-dihydro-1,5-naphthyridine-2-carbonitrile